2-(3-(trifluoromethyl)-1H-pyrazol-5-yl)pyridine FC(C1=NNC(=C1)C1=NC=CC=C1)(F)F